3-(sec-butyl)-4-(3-oxopiperazine-1-carbonyl)-1,3,4,5-tetrahydro-2H-benzo[1,4]diazepin-2-one C(C)(CC)C1C(NC2=C(CN1C(=O)N1CC(NCC1)=O)C=CC=C2)=O